N5-cyclopropyl-3-(4-fluorophenyl)-N7-methyl-2,3-dihydrobenzofuran-5,7-dicarboxamide C1(CC1)NC(=O)C=1C=C(C2=C(C(CO2)C2=CC=C(C=C2)F)C1)C(=O)NC